3-(bicyclo[4.2.0]oct-1(6),2,4-trien-3-yl)propionic acid C1=2C=C(C=CC2CC1)CCC(=O)O